ClC1=C(C=CC=C1Cl)N1CCN(CC1)C(CCCCNC(OC(C)(C)C)=O)=O tert-Butyl (5-(4-(2,3-dichlorophenyl)piperazin-1-yl)-5-oxopentyl)carbamate